CC1C(C(CC=C1)(C)C)C(\C=C\C)=O (E)-1-(2,6,6-trimethyl-1-cyclohex-3-enyl)but-2-en-1-one